S1(C=CC2=C1C1=C(N2)S(C=C1)=O)=O dithienopyrroledione